(R)-4-hydroxypyrrolidone O[C@@H]1CC(NC1)=O